C(=O)([O-])CN([C@@H](C)C(=O)[O-])CC(=O)[O-].[Na+].[Na+].[Na+] trisodium N,N-dicarboxymethylalanine salt